CN(S(=O)(=O)N[C@@H]1CC[C@H](CC1)C=O)C trans-4-[(dimethyl-sulfamoyl)amino]cyclohexane-1-carbaldehyde